CP(=O)(C)C1=C(N[C@H](C)C=2C=C(C=C3C(N(C(=NC23)N2CCOCC2)C)=O)C)C=CC=C1 8-[(1R)-1-(2-dimethylphosphorylanilino)ethyl]-3,6-dimethyl-2-morpholino-quinazolin-4-one